acetenyl-hydrazine tert-Butyl-N-[3-[3-[(5-cyano-2-pyridyl)amino]azetidin-1-yl]-3-oxo-propyl]-N-methyl-carbamate C(C)(C)(C)OC(N(C)CCC(=O)N1CC(C1)NC1=NC=C(C=C1)C#N)=O.C(#C)NN